COC1=CC(=C2C=CC=NC2=C1)C1(CC1)NC(=O)C=1C=C(OCCN(C(OCCCC)=O)C)C=CC1C Butyl (2-(3-((1-(7-methoxyquinolin-5-yl)cyclopropyl)carbamoyl)-4-methylphenoxy)ethyl)(methyl)carbamate